methyl-N-(3-(thiophen-3-yl)phenyl)-[1,2,4]triazolo[4,3-a]quinazolin-5-amine CC1=NN=C2N1C1=CC=CC=C1C(=N2)NC2=CC(=CC=C2)C2=CSC=C2